4-cyclopropoxy-N-(3,5-difluoro-4-((6-methoxy-7-(2-(methylamino)ethoxy)quinolin-4-yl)oxy)phenyl)-6-fluoropyridine-3-carboxamide C1(CC1)OC1=C(C=NC(=C1)F)C(=O)NC1=CC(=C(C(=C1)F)OC1=CC=NC2=CC(=C(C=C12)OC)OCCNC)F